3-oxo-3-(p-toluidinyl)propionic acid O=C(CC(=O)O)NC1=CC=C(C=C1)C